C1(CCC1)[C@@H](C=1C=C(N)C=CC1)C1=NN=CN1C 3-[(S)-cyclobutyl(4-methyl-1,2,4-triazol-3-yl)methyl]aniline